6-bromo-3-ethyl-2-(1-(4-ethyl-1,4-diazepan-1-yl)butyl)-8-fluoroquinazolin-4(3H)-one BrC=1C=C2C(N(C(=NC2=C(C1)F)C(CCC)N1CCN(CCC1)CC)CC)=O